C(C)C=1C(=CC=C2C=C(C=C(C12)C1=C(C=C2C(=NC(=NC2=C1F)OC[C@]12CCCN2C[C@@H](C1)F)N1CC2(CC(C2)O)CCC1)F)O)F (2S,4s)-6-(7-(8-ethyl-7-fluoro-3-hydroxynaphthalen-1-yl)-6,8-difluoro-2-(((2R,7aS)-2-fluorohexahydro-1H-pyrrolizin-7a-yl)methoxy)quinazolin-4-yl)-6-azaspiro[3.5]nonan-2-ol